4-[4-(trifluoromethyl)phenoxy]piperidine-1-carboxylic acid FC(C1=CC=C(OC2CCN(CC2)C(=O)O)C=C1)(F)F